N-(5-((3-((tert-butyldimethylsilyl)oxy)cyclopentyl)oxy)-1,3,4-thiadiazol-2-yl)-2'-chloro-5'-methoxy-6-methyl-(4,4'-bipyridine)-3-carboxamide [Si](C)(C)(C(C)(C)C)OC1CC(CC1)OC1=NN=C(S1)NC(=O)C=1C=NC(=CC1C1=CC(=NC=C1OC)Cl)C